COC(=O)C1=NNC2=C1N(C=1C2=NC=CC1)C(C1CCOCC1)C1=CC=CC=C1 methyl-4-(phenyl (tetrahydro-2H-pyran-4-yl) methyl)-1,4-dihydropyrazolo[3',4':4,5]pyrrolo[3,2-b]pyridine-3-carboxylate